CC1(CCCC=2CC[C@H](CC12)C=O)C |r| (+/-)-8,8-dimethyl-1,2,3,4,5,6,7,8-octahydro-2-naphthalenecarbaldehyde